OC(C)(C)C12CC3(N(C=4N(C(N=CC4)=O)C3)C1)C2 7-(2-hydroxypropan-2-yl)-7,8-dihydro-1H,6H,9H-7,8a-methanopyrrolo[1',2':3,4]imidazo[1,2-c]pyrimidin-1-one